ClC=1C=CC=2C=CC3=CC=CC=4OC1C2C43 3-chloro-phenanthro[4,5-bcd]furan